C1=CC=CC=2C=CC=3C(=CC4=CC=CC=CC34)C12 naphth[2,1-a]azulen